C1(CC1)C1=C(N=C(S1)NC1=C(C(=O)O)C=C(C=N1)C(F)(F)F)C1=CC=C(C=C1)C=1SC=CN1 2-(5-cyclopropyl-4-(4-(thiazol-2-yl)phenyl)thiazol-2-ylamino)-5-(trifluoromethyl)nicotinic acid